P(=O)(O)(O)[O-].C(CCCCCCC)[NH+](CCCCCCCC)CCCCCCCC tri-n-octylammonium dihydrogen phosphate